C(C)C(COC([C@H](C)NP(OC[C@]1(O[C@H]([C@@H]([C@@H]1OC(C(C)C)=O)OC(C(C)C)=O)C1=CC=C2C(=NC=NN21)N)C#N)([O-])=O)=O)CC ((2R,3S,4S,5S)-5-(4-aminopyrrolo[2,1-f][1,2,4]triazin-7-yl)-2-cyano-3,4-bis(isobutyryloxy)tetrahydrofuran-2-yl)methyl ((S)-1-(2-ethylbutoxy)-1-oxopropan-2-yl)phosphoramidate